di-p-toluoyl-TARTARIC ACID monohydrate O.C1(=CC=C(C=C1)C(=O)C(C(C(=O)O)(O)C(=O)C1=CC=C(C=C1)C)(O)C(=O)O)C